O1C=NC(=C1)CNC1=C2N=CNC2=NC=N1 6-((oxazol-4-ylmethyl)amino)-9H-purin